C(C)(C)(CC(C)(C)C)C1=CC(=C(C=C1)O)CC1=C(C(=CC(=C1)C)C(C)(C)C)O 4-tert-octyl-6'-tert-butyl-4'-methyl-2,2'-methylenebisphenol